FC1=CC(=C(C=C1C=1C=NC(=NC1)N1[C@@H](COCC1)C)NC(=O)C1=CNC(C=C1C(F)(F)F)=O)N1C[C@H](N(CC1)C)C |r| N-[4-fluoro-2-[rac-(3R)-3,4-dimethylpiperazin-1-yl]-5-[2-[rac-(3R)-3-methylmorpholin-4-yl]pyrimidin-5-yl]phenyl]-6-oxo-4-(trifluoromethyl)-1H-pyridine-3-carboxamide